NC1=NC=C2C(=N1)N(C(N(C2)C2=C(C=CC=C2C)F)=O)[C@@H]2CC[C@H](CC2)NC(OC(C)(C)C)=O trans-tert-butyl N-[4-[7-amino-3-(2-fluoro-6-methyl-phenyl)-2-oxo-4H-pyrimido[4,5-d]pyrimidin-1-yl]cyclohexyl]carbamate